ClC=1C(=CC(=NC1)OC)C1=CC(=NN1)C(=O)N1CCC(CC1)C(=O)NC1=NOC2=C1C(=CC=C2)F 1-[5-(5-chloro-2-methoxypyridin-4-yl)-1H-pyrazole-3-carbonyl]-N-(4-fluoro-1,2-benzooxazol-3-yl)piperidine-4-carboxamide